N-(biphenyl-4-yl)-N-(4-phenyl-9H-carbazol-3-yl)benzidine C1(=CC=C(C=C1)N(C1=CC=C(C=C1)C1=CC=C(N)C=C1)C=1C=CC=2NC3=CC=CC=C3C2C1C1=CC=CC=C1)C1=CC=CC=C1